OC[C@H](C1=CC=CC=C1)NC1=NC(=NC=C1C1=NC(=NO1)C(CO)(C)C)NC=1C=C2C(OC(C2=CC1)=O)(C)C (S)-5-((4-((2-hydroxy-1-phenylethyl)amino)-5-(3-(1-hydroxy-2-methylpropan-2-yl)-1,2,4-oxadiazol-5-yl)pyrimidin-2-yl)amino)-3,3-dimethylisobenzofuran-1(3H)-one